1-chloroethyl (4R)-3-acetyl-2,2-dimethyl-thiazolidine-4-carboxylate C(C)(=O)N1C(SC[C@H]1C(=O)OC(C)Cl)(C)C